ClC1=CC=C(C=C1)C=1C(CC(NN1)=O)C=1SC=CC1 6-(4-chlorophenyl)-5-(thiophene-2-yl)-4,5-dihydropyridazine-3(2H)-one